C(C(C)(C)C)(=O)OC1=CC(C)=CC=C1C(C)C Thymyl pivalate